BrC=1C(=NC(=NC1)Cl)NC=1C=NC2=CN=CC=C2C1P(C)(C)=O (3-((5-bromo-2-chloropyrimidin-4-yl)amino)-1,7-naphthyridin-4-yl)dimethylphosphine oxide